ClS(=O)(=O)C=1C=C2CCN(C2=CC1)C(=O)C=1C=C(CCNC(OC(C)(C)C)=O)C=CC1 tert-butyl (3-(5-(chlorosulfonyl)indoline-1-carbonyl)phenethyl)carbamate